FC1=CC=C(C=C1)[C@H]1O[C@@H](CC2=CC(=C(C(=C12)OC)OC)OC)C (1R,3R)-1-(4-fluorophenyl)-6,7,8-trimethoxy-3-methylisochroman